(E)-ethyl 4-(4-(cinnamoyloxy)phenyl)-6-methyl-2-thioxo-1,2,3,4-tetrahydropyrimidine-5-carboxylate C(\C=C\C1=CC=CC=C1)(=O)OC1=CC=C(C=C1)C1NC(NC(=C1C(=O)OCC)C)=S